ClC1=NC(=C(C(=N1)N1[C@@H](CCCC1)CCO)OC)Cl (S)-2-(1-(2,6-Dichloro-5-methoxypyrimidin-4-yl)piperidin-2-yl)ethan-1-ol